4,4,4-trifluoro-3-methyl-1-(2H-tetrazol-5-yl)butan-1-amine FC(C(CC(N)C=1N=NNN1)C)(F)F